C(C)(C)(C)ONC(C1=CN=C(C=C1Cl)Cl)=O N-(t-butoxy)-4,6-bischloronicotinamide